N-(3-(4-((dimethylamino)methyl)-3,3-dimethyl-2-oxopyrrolidin-1-yl)-1-methyl-1H-pyrazol-4-yl)-2-(2-((2,2,2-trifluoroethyl)amino)pyridin-4-yl)-1,3-oxazole-4-carboxamide CN(C)CC1C(C(N(C1)C1=NN(C=C1NC(=O)C=1N=C(OC1)C1=CC(=NC=C1)NCC(F)(F)F)C)=O)(C)C